3,5-dibromo-2-hydroxypyrazine ethyl-(1,3-dicyclohexyl-6-hydroxy-2,4-dioxo-1,2,3,4-tetrahydropyrimidine-5-carbonyl)glycinate C(C)N(CC(=O)O)C(=O)C=1C(N(C(N(C1O)C1CCCCC1)=O)C1CCCCC1)=O.BrC=1C(=NC=C(N1)Br)O